OC(=O)C(F)(F)F.N1CCC(CC1)N Piperidin-4-amine TFA salt